6-{2-[(tert-butyldiphenylsilyl)oxy]-1,1-difluoroethyl}-3,8,10-trifluoro-6H,11H-chromeno[4,3-b]indole [Si](C1=CC=CC=C1)(C1=CC=CC=C1)(C(C)(C)C)OCC(F)(F)C1OC2=CC(=CC=C2C=2NC3=C(C=C(C=C3C21)F)F)F